C(C)(C)(C)OC(NC[C@H]([C@@H](CNC=1C=CC2=C(NC(CO2)=O)C1)O)O)=O.CC(=O)C Di-MethylKetone tert-Butyl-N-[(2R,3R)-2,3-dihydroxy-4-[(3-oxo-4H-1,4-benzoxazin-6-yl)amino]butyl]carbamate